C(C)(=O)N1CCN(CC1)CCN1SC(N(C1=O)CC1=CC=CC=C1)=O 2-(2-(4-acetylpiperazin-1-yl)ethyl)-4-benzyl-1,2,4-thiadiazolidine-3,5-dione